4-(4-(4-propylcyclohexyl)cyclohexyl)benzene C(CC)C1CCC(CC1)C1CCC(CC1)C1=CC=CC=C1